N'-{5-[1-(4-ethylphenyl)-1H-pyrazol-4-yl]-1H-indol-3-yl}-N-(propan-2-yl)ethanediamide C(C)C1=CC=C(C=C1)N1N=CC(=C1)C=1C=C2C(=CNC2=CC1)NC(C(=O)NC(C)C)=O